C(C)NC(=O)NC1=NC2=C(N1)C=CC(=C2)C2=CC(=CC(=C2)CC2=NNC(C1=CC=CC=C21)=O)OC 1-Ethyl-3-(5-(3-methoxy-5-((4-oxo-3,4-dihydrophthalazin-1-yl)methyl)phenyl)-1H-benzoimidazol-2-yl)urea